N1=CC=C2N1CCCN2C=2C=NC=1CCN(CC1C2)C2=C(C=C(N=N2)C(=O)N2CC(C2)C2=CC=NC=C2)C (6-(3-(6,7-dihydropyrazolo[1,5-a]pyrimidin-4(5H)-yl)-7,8-dihydro-1,6-naphthyridin-6(5H)-yl)-5-methylpyridazin-3-yl)(3-(pyridin-4-yl)azetidin-1-yl)methanone